methyl 3-methyl-9-[2-(trifluoromethyl)phenyl]-16-thia-2,4,5,8-tetraazatetracyclo-[8.6.0.02,6.011,15]hexadeca-1(10),3,5,8,11(15)-pentaene-13-carboxylate CC=1N2C=3SC=4CC(CC4C3C(=NCC2=NN1)C1=C(C=CC=C1)C(F)(F)F)C(=O)OC